2-(2,4-difluorophenyl)acetonitrile FC1=C(C=CC(=C1)F)CC#N